N-(2-(4-Cyano-3-ethyl-1-oxo-5-(2-oxo-2-((4-(trifluoromethyl)phenyl)amino)ethyl)-1,5-dihydrobenzo[4,5]imidazo[1,2-a]pyridin-2-yl)phenyl)acrylamide C(#N)C1=C2N(C(C(=C1CC)C1=C(C=CC=C1)NC(C=C)=O)=O)C1=C(N2CC(NC2=CC=C(C=C2)C(F)(F)F)=O)C=CC=C1